O.[Na].C1=CC=CC2=CC=CC=C12 naphthalene monosodium hydrate